(3r,3as,4r,11as)-4-hydroxy-3,6,10-trimethyl-3h,3ah,4h,7h,8h,11h,11ah-cyclodeca[b]furan-2-one O[C@@H]1C=C(CCC=C(C[C@@H]2OC([C@@H]([C@H]21)C)=O)C)C